C(=O)O.ClC1=CC=2C3=C(C=NC2C=C1)N=C(N3[C@@H]3C[C@@H](CC3)F)CC3=NC=C(N=C3)C 8-chloro-1-[cis-3-fluorocyclopentyl]-2-[(5-methylpyrazin-2-yl)methyl]-1H-imidazo[4,5-c]quinoline, formate salt